9Z-pentadecadiene C=CC=CCCCCCCCCCCC